N1=C2C(=CC=C1)CN(C2)C(=O)NC2=CC=C(C=C2)C2CCN(CC2)C(=O)OC(C)(C)C tert-butyl 4-(4-(6,7-dihydro-5H-pyrrolo[3,4-b]pyridine-6-carboxamido) phenyl)piperidine-1-carboxylate